2-bromo-6-(5-(4-(tert-butyl)piperazin-1-yl)-6-(dimethylamino)pyridin-3-yl)-4-fluorophenol BrC1=C(C(=CC(=C1)F)C=1C=NC(=C(C1)N1CCN(CC1)C(C)(C)C)N(C)C)O